(3S,4R)-N-[2-(1,1-difluoroethyl)-3-fluoro-phenyl]-1-methyl-4-[1-methyl-5-(trifluoromethyl)pyrazol-3-yl]-2-oxo-pyrrolidine-3-carboxamide FC(C)(F)C1=C(C=CC=C1F)NC(=O)[C@H]1C(N(C[C@@H]1C1=NN(C(=C1)C(F)(F)F)C)C)=O